CC1(NC(CC(C1)NC(=O)C1CCCCC1)(C)C)C N-(2,2,6,6-tetramethylpiperidin-4-yl)cyclohexane-1-carboxamide